C(C)(C)(C)OC(=O)NC=1C=2N(C3=C(N1)C=NC(=C3)C(=O)O)C=NC2 4-((tert-butoxycarbonyl)amino)imidazo[1,5-a]pyrido[3,4-e]pyrazine-8-carboxylic acid